1-(2,2,3,3,3-pentafluoro-propyl)-4-(4,4,5,5-tetramethyl-1,3,2-dioxaborolan-2-yl)pyrazole FC(CN1N=CC(=C1)B1OC(C(O1)(C)C)(C)C)(C(F)(F)F)F